BrC1=CC2=C(N(C(N2C)=O)N2C(CCCC2=O)=O)C=C1 (5-bromo-3-methyl-2-oxo-benzimidazol-1-yl)piperidine-2,6-dione